C(CCC)(=O)OC(CC=CCCCCCCCC(=O)[O-])CCCCCC 12-butyryloxy-9-octadecenoate